3-(2-cyanopropan-2-yl)-N-(3-(4-(5-(2-(dimethylamino)-2-oxoethoxy)pyridin-3-yl)-1H-pyrazol-1-yl)-4-methylphenyl)benzamide C(#N)C(C)(C)C=1C=C(C(=O)NC2=CC(=C(C=C2)C)N2N=CC(=C2)C=2C=NC=C(C2)OCC(=O)N(C)C)C=CC1